O=C1NC(CCC1NC(=O)C1C(COCC1)C)=O N-(2,6-dioxo-3-piperidinyl)tetrahydro-3-methyl-2H-pyran-4-carboxamide